6-(3,5-dichloro-4-((3-ethyl-1H-indazol-5-yl)oxy)phenyl)-1,2,4-triazine ClC=1C=C(C=C(C1OC=1C=C2C(=NNC2=CC1)CC)Cl)C1=CN=CN=N1